2-((2-chloro-5-((difluoromethoxy)methyl)pyrimidin-4-yl)oxy)-1-fluoro-9-methyl-5,6,8,9,10,11-hexahydro-7H-pyrido[3',4':4,5]pyrrolo[2,3-f]isoquinolin-7-one ClC1=NC=C(C(=N1)OC=1N=CC=2CCC3=C(C2C1F)NC1=C3C(NC(C1)C)=O)COC(F)F